N12CCC(CC1)(CC2)C(=O)N 1-azabicyclo[2.2.2]octane-4-carboxamide